racemic-4-fluoro-1,5-dimethyl-8-azabicyclo[3.2.1]octan-3-one FC1C(CC2(CCC1(N2)C)C)=O